NC=1SC2=C(C1C(=O)O)CCC(C2=O)(C2CCC2)C#N 2-amino-6-cyano-6-cyclobutyl-7-oxo-4,5,6,7-tetrahydro-1-benzothiophene-3-carboxylic acid